1,2,4-thiadiazine S1NC=NC=C1